OC1=C(C=CC(=C1)OCOCC)C(C=CC1=CC=C(C=C1)C)=O 1-[2-Hydroxy-4-(ethoxymethoxy)phenyl]-3-(4-methylphenyl)-2-propene-1-one